(S)-N'-((3-cyclopropyl-2-(trifluoromethyl)-6,7-dihydro-5H-cyclopenta[b]pyridin-4-yl)carbamoyl)-1-ethyl-4-fluoro-1H-pyrazole-3-sulfonimidamide C1(CC1)C=1C(=C2C(=NC1C(F)(F)F)CCC2)NC(=O)N=[S@@](=O)(N)C2=NN(C=C2F)CC